(S)-6-(4-(2-((2-oxaspiro[3.3]heptan-6-yl)oxy)-5-fluorophenyl)piperidin-1-yl)-2-(pyrimidin-5-yl)-2-azaspiro[3.4]octane C1OCC12CC(C2)OC2=C(C=C(C=C2)F)C2CCN(CC2)[C@@H]2CC1(CN(C1)C=1C=NC=NC1)CC2